Cl.CN1C(CC(CC1)N(C=1SC2=C(N1)SC(=N2)N2C=CC=1C2=NC(=CC1)O)C)C 1-{5-[(1,2-dimethylpiperidin-4-yl)(methyl)amino][1,3]thiazolo[5,4-d][1,3]thiazol-2-yl}-1H-pyrrolo[2,3-b]pyridin-6-ol hydrochloride